FC(C=1C(=C(C=CC1)[C@@H](C)NC=1C2=C(N=C(N1)C)N=C(C(=C2)C(=O)N(C)C)SC)F)F (R)-4-(1-(3-(difluoromethyl)-2-fluorophenyl)ethylamino)-N,N,2-trimethyl-7-(methylthio)pyrido[2,3-d]pyrimidine-6-carboxamide